3,3-dimethyl-1H-pyrrolo[2,3-b]Pyridin-2-one dihydrochloride Cl.Cl.CC1(C(NC2=NC=CC=C21)=O)C